(24e)-1-(3,5-difluorobenzyl)-5-hydroxy-1H-pyrazole-3-carboxylic acid ethyl ester C(C)OC(=O)C1=NN(C(=C1)O)CC1=CC(=CC(=C1)F)F